C(C)(=O)N[C@H]1C[C@H](C1)N1N=CC(=C1C(=O)NC1=NC=C(C=C1C)C#CC1=CC=CC=C1)Cl 1-(cis-3-acetamidocyclobutyl)-4-chloro-N-(3-methyl-5-(phenylethynyl)pyridin-2-yl)-1H-pyrazole-5-carboxamide